C(CC(C)CCCC(C)CCCC(C)CCCC(C)C)(=O)[O-] phytanate